(2-(ethylsulfanyl)phenyl)-4,4-bis(1H-indol-3-yl)butyramide C(C)SC1=C(C=CC=C1)C(C(=O)N)CC(C1=CNC2=CC=CC=C12)C1=CNC2=CC=CC=C12